COC1(CN(C1)C1=CC(=CC(=N1)C(=O)OC)C=C)C methyl 6-(3-methoxy-3-methylazetidin-1-yl)-4-vinylpicolinate